(S)-4-(chloromethyl)-N-(tetrahydrofuran-3-yl)pyridin-2-amine ClCC1=CC(=NC=C1)N[C@@H]1COCC1